5-FLUORO-2-FORMYLBENZOIC ACID FC=1C=CC(=C(C(=O)O)C1)C=O